5-(2,4-difluorophenyl)-2,3-dimethyl-7-(2-(2-methylpyridin-4-yl)tetrahydro-2H-pyran-4-yl)pyrido[4,3-d]pyrimidin-4(3H)-one FC1=C(C=CC(=C1)F)C1=NC(=CC=2N=C(N(C(C21)=O)C)C)C2CC(OCC2)C2=CC(=NC=C2)C